6,7-dimethyl-1H-benzimidazole-2-thione CC=1C=CC2=C(NC(N2)=S)C1C